N1=CC=CC2=CC(=CC=C12)N1C(N=NC1=O)=O 4-(6-quinolinyl)-1,2,4-triazolin-3,5-dione